(R)-4-methyl-N-(2-(1-methylpiperidin-2-yl)-1H-pyrrolo[3,2-c]pyridin-6-yl)-3-oxo-3,4-dihydro-2H-benzo[b][1,4]oxazine-7-carboxamide CN1C2=C(OCC1=O)C=C(C=C2)C(=O)NC2=CC1=C(C=N2)C=C(N1)[C@@H]1N(CCCC1)C